C(C)(CC)N1N=CC=2N=C(N=C(C21)N[C@@H](C=2C=NC1=CC=CC=C1C2)C2CC2)N2CCN(CC2)CC(=O)N 2-(4-{1-sec-butyl-7-[((R)-cyclopropyl-quinolin-3-yl-methyl)-amino]-1H-pyrazolo[4,3-d]pyrimidin-5-yl}-piperazin-1-yl)-acetamide